NC1=CC(=C(C=N1)N1C[C@@H](N(CC1)C(=O)C1=NC=C(C(=C1)OC)C1=CC=C(C=C1)C(F)(F)F)[C@@H](C)O)OC [(R)-4-(6-Amino-4-methoxy-pyridin-3-yl)-2-((R)-1-hydroxyethyl)-piperazin-1-yl]-[4-methoxy-5-(4-trifluoromethylphenyl)-pyridin-2-yl]-methanone